6-(5-chloropyrazolo[1,5-a]pyridin-3-yl)pyridin ClC1=CC=2N(C=C1)N=CC2C2=CC=CC=N2